FC=1C=C2C(N(C=NC2=CC1C=1N=CC2=C(N1)NC=C2F)CCC[C@H](C)NC=2C=NNC(C2C(F)(F)F)=O)=O 6-fluoro-7-(5-fluoro-7H-pyrrolo[2,3-d]pyrimidin-2-yl)-3-[(4S)-4-[[6-oxo-5-(trifluoromethyl)-1H-pyridazin-4-yl]amino]pentyl]quinazolin-4-one